CC1=CC=C(C=C1)S(=O)(=O)OC1=CC(=C(C(=C1)O[Si](C)(C)C)[C@@H]1C=C(CC[C@H]1C(=C)C)C)O[Si](C)(C)C 4-((1R,6R)-3-methyl-6-(prop-1-en-2-yl)cyclohex-2-enyl)-3,5-bis(trimethylsilyloxy)phenyl 4-methylbenzenesulfonate